C(C)NC1=CC(=CC=C1)C N-ethyl-m-toluidine